2,4-dichloro-6-methylsulfanyl-1,3,5-triazine ClC1=NC(=NC(=N1)Cl)SC